FC1=C(C(=O)N)C=CC(=C1)C[C@@H](CNC(C[C@@H](C1(CC1)C(F)(F)F)C=1C=NC(=NC1)C)=O)N1CCCC1 2-fluoro-4-((S)-3-((R)-3-(2-methylpyrimidin-5-yl)-3-(1-(trifluoromethyl)cyclopropyl)propanamido)-2-(pyrrolidin-1-yl)propyl)benzamide